CC(CO)CCCCCCO 2-methyl-1,8-dihydroxyoctane